CS(=O)(=O)C=1C=CC2=C(O[C@H](CO2)COC2=CC=C(C=C2)[C@H](CC(=O)O)C#CC)C1 (S)-3-(4-(((S)-7-(methylsulfonyl)-2,3-dihydrobenzo[b][1,4]dioxin-2-yl)methoxy)phenyl)-4-hexynoic acid